(3,5-dichloro-1H-indazol-4-yl)acetic acid ClC1=NNC2=CC=C(C(=C12)CC(=O)O)Cl